4,6-dichloropyridine-3-carboxylate ClC1=C(C=NC(=C1)Cl)C(=O)[O-]